NCCS(=O)(=O)NC1=NN(C(=C1C)C1=CC=C(C=C1)Cl)C1=C(C=C(C=C1)Cl)Cl 2-amino-N-(5-(4-chlorophenyl)-1-(2,4-dichlorophenyl)-4-methyl-1H-pyrazol-3-yl)ethane-1-sulfonamide